CC1=CC=C(C=N1)C1=C(C(=CC=C1)N)N (6-methylpyridin-3-yl)benzene-1,2-diamine